1-(2-chloropyrimidin-4-yl)ethanone cyclobutyl-(3-((1-cyclopentyl-3-methyl-2-oxo-2,3-dihydro-1H-imidazo[4,5-c]pyridin-6-yl)amino)-5-(1-cyclopropyl-1H-pyrazol-4-yl)phenyl)carbamate C1(CCC1)N(C(O)=O)C1=CC(=CC(=C1)C=1C=NN(C1)C1CC1)NC1=CC2=C(C=N1)N(C(N2C2CCCC2)=O)C.ClC2=NC=CC(=N2)C(C)=O